C(C)(C)(C)[Si](OC1CCN(CC1)C1=C(C=C2C(=N1)N=C(O2)N2CCOCC2)N)(C)C 5-(4-((tertbutyldimethylsilyl)oxy)piperidin-1-yl)-2-morpholinooxazolo[4,5-b]pyridin-6-amine